CN1C[C@H]2C([C@H]2C1)C(=O)NC1=CC=2N(C=N1)C=C(C2C)C2=CC=NC=C2 (1R,5S)-3-methyl-N-(5-methyl-6-(pyridin-4-yl)pyrrolo[1,2-c]pyrimidin-3-yl)-3-azabicyclo[3.1.0]hexane-6-carboxamide